3-Aminopropyl(tridodecanoxysilan) NCCC[Si](OCCCCCCCCCCCC)(OCCCCCCCCCCCC)OCCCCCCCCCCCC